N[C@@H](CCCN)C(=S)O Thioornithine